[Si](C1=CC=CC=C1)(C1=CC=CC=C1)(C(C)(C)C)OCC(CN1[C@@H](C=2C=C3C(=CC2C[C@H]1C)OCO3)C3=C(C=C(C=C3F)NC3CNC(C3)[2H])F)(F)F N-(4-((5S,7R)-6-(3-((tert-butyldiphenylsilyl)oxy)-2,2-difluoropropyl)-7-methyl-5,6,7,8-tetrahydro-[1,3]dioxolo[4,5-g]isoquinolin-5-yl)-3,5-difluorophenyl)pyrrolidin-3-amine-5-d